N[C@@H]1[C@H]([C@@H]2CC[C@H]1O2)C(=O)OCC ethyl (1S,2R,3R,4R)-3-amino-7-oxabicyclo[2.2.1]heptane-2-carboxylate